CC1=NC2=CC=C(C=C2C(N1)=O)C(=O)O methyl-4-oxoquinazoline-6-carboxylic acid